N-[(2R,4S)-5,6-Difluoro-2-methyl-3,4-dihydro-2H-1-benzopyran-4-yl]-6-{3-methyl-1H-pyrrolo[2,3-b]pyridin-4-yl}pyridine-3-carboxamide FC1=C(C=CC2=C1[C@H](C[C@H](O2)C)NC(=O)C=2C=NC(=CC2)C2=C1C(=NC=C2)NC=C1C)F